(R)-1-(2,6-dichloro-4-(2-(4-(3-chloropropoxy)phenyl)propan-2-yl)phenoxy)-3-(ethylsulfonyl)propan-2-yl acetate C(C)(=O)O[C@H](COC1=C(C=C(C=C1Cl)C(C)(C)C1=CC=C(C=C1)OCCCCl)Cl)CS(=O)(=O)CC